N-(6-(difluoromethyl)pyridin-3-yl)-6-((1-fluorocyclopropyl)methoxy)isoquinolin-1-amine FC(C1=CC=C(C=N1)NC1=NC=CC2=CC(=CC=C12)OCC1(CC1)F)F